2-methyl-5-(5-(1-(3-phenoxyphenyl)ethyl)-1,2,4-oxadiazol-3-yl)aniline CC1=C(N)C=C(C=C1)C1=NOC(=N1)C(C)C1=CC(=CC=C1)OC1=CC=CC=C1